2,3,5-trimethylhexanoic acid CC(C(=O)O)C(CC(C)C)C